C(C=CC=CCCCCCCCCCCCCCCCCCCC)(=O)NC(C)C(C=CCCCCCCCCCCCCC)O 2-(N-15Z,18Z-tetracosadienoylamino)octadec-4-en-3-ol